C(C)(C)(C)OC(=O)NCC=1OC2=C(C1C=C)C=C(C=C2C(=O)OC)C Methyl 2-(((tert-butoxycarbonyl)amino)methyl)-5-methyl-3-vinylbenzofuran-7-carboxylate